O1-benzyl O2-methyl (2S,4S)-4-(3-bromo-5-cyano-phenoxy)pyrrolidine-1,2-dicarboxylate BrC=1C=C(O[C@H]2C[C@H](N(C2)C(=O)OCC2=CC=CC=C2)C(=O)OC)C=C(C1)C#N